FC(OC1=C(C=CC=C1)C1CCN(CC1)[C@@H]1CC2(CN(C2)C=2SC=NN2)CC1)(F)F (S)-2-(6-(4-(2-(trifluoromethoxy)phenyl)piperidin-1-yl)-2-azaspiro[3.4]octan-2-yl)-1,3,4-thiadiazole